8-((1S,2S)-2-(difluoromethyl)cyclopropyl)-6-(2,4-dimethoxypyrimidin-5-yl)imidazo[1,2-b]pyridazine-2-Carboxamide FC([C@@H]1[C@H](C1)C=1C=2N(N=C(C1)C=1C(=NC(=NC1)OC)OC)C=C(N2)C(=O)N)F